N1CCC(CC1)C(=O)N1CCN(CC1)C1=NC=C(C=N1)C(F)(F)F Piperidin-4-yl-(4-(5-(trifluoromethyl)pyrimidin-2-yl)piperazine-1-yl)methanone